C1(CC1)S(=O)(=O)NC1=CN=CC=N1 6-(cyclopropanesulfonamido)pyrazin